5-methylguanine CC12NC=NC1=NC(NC2=O)N